S(=O)(=O)(C1=CC=C(C)C=C1)C(C(=O)O)NCC(=O)O tosyl-iminodiacetic acid